C1(CC1)NC1=CC=C(C(=N1)F)C1=NN(C=C1C(=O)N[C@@H]1C(NC2=C(C(=N1)C1=CC=CC=C1)C=CC=C2)=O)C2CCOCC2 3-[6-(cyclopropylamino)-2-fluoropyridin-3-yl]-1-(oxacyclohex-4-yl)-N-[(3S)-2-oxo-5-phenyl-1,3-dihydro-1,4-benzodiazepine-3-yl]Pyrazole-4-carboxamide